methyl-3-(1-methylimidazol-4-yl)-4-[[3-(trifluoromethyl)phenyl]methylamino]benzenesulfonamide CC1=C(C=CC(=C1C=1N=CN(C1)C)NCC1=CC(=CC=C1)C(F)(F)F)S(=O)(=O)N